S(S)CCCCN 4-(Disulfanyl)butan-1-amine